(R)-1-(1-(1-((1-(4-(1-(3-Amino-6-(2-hydroxyphenyl)pyridazin-4-yl)piperidin-3-yl)-3-methylbenzoyl)-4-fluoropiperidin-4-yl)methyl)piperidin-4-yl)-5-methyl-1H-indol-4-yl)dihydropyrimidine NC=1N=NC(=CC1N1C[C@H](CCC1)C1=C(C=C(C(=O)N2CCC(CC2)(F)CN2CCC(CC2)N2C=CC3=C(C(=CC=C23)C)N2CNCC=C2)C=C1)C)C1=C(C=CC=C1)O